ON1C=CC(C=C1)(O)N 1-hydroxy-4-amino-4-hydroxypyridine